1-(2,6-dichloro-4-pyridinyl)ethanone ClC1=NC(=CC(=C1)C(C)=O)Cl